[Si](C)(C)(C(C)(C)C)OCCNC=1C(=CC=CC1)N N-(2-((tert-butyldimethylsilyl)oxy)ethyl)benzene-1,2-diamine